methyl (S)-4-(1-(5-(3-(1,1-difluoroethyl)phenoxy)-1,3-dimethyl-1H-pyrazole-4-carboxamido)ethyl)benzoate FC(C)(F)C=1C=C(OC2=C(C(=NN2C)C)C(=O)N[C@@H](C)C2=CC=C(C(=O)OC)C=C2)C=CC1